C(N)(OCCC1=CC(=C(C=C1)OC)NC(=O)NOCCCC(C)C)=O 4-methoxy-3-((4-methylpentyl)oxyureido)-2-phenylethyl carbamate